NC1=NC=C(C=C1O[C@H](C)C=1C=C(C=CC1)NC(C1=CC=C(C=C1)SC)=O)C=1C(=NN(C1)C)C (R)-N-(3-(1-((2-amino-5-(1,3-dimethyl-1H-pyrazol-4-yl)pyridin-3-yl)oxy)ethyl)phenyl)-4-(methylthio)benzamide